COC1=CC=C(C=C1)CN1C(N(CCC1=O)C1=CC=C(C=C1)N1CCC(CC1)COCCOCCNC([O-])=O)=O [2-[2-[[1-[4-[3-[(4-methoxyphenyl)methyl]-2,4-dioxo-hexahydropyrimidin-1-yl]phenyl]-4-piperidyl]methoxy]ethoxy]ethyl]carbamate